9H-fluoren-9-ylmethoxycarbonylamine C1=CC=CC=2C3=CC=CC=C3C(C12)COC(=O)N